N-(1-(pyridin-2-yl)ethyl)-5-(4-(trifluoromethyl)phenyl)-2-naphthamide N1=C(C=CC=C1)C(C)NC(=O)C1=CC2=CC=CC(=C2C=C1)C1=CC=C(C=C1)C(F)(F)F